(1R,19S,25S,28S,E)-17,20,23-trioxo-19-(2-phenoxyethyl)-3-oxa-18,21,24-triazatricyclo[22.2.2.01,25]octacos-7-ene-28-carboxylic acid O=C1CCCCCCCC/C=C/CCCOC[C@]23[C@@H](N(C(CNC([C@@H](N1)CCOC1=CC=CC=C1)=O)=O)[C@@H](C3)C(=O)O)C2